2-{6-chloroimidazo[1,2-a]pyridin-2-yl}-N-(5-cyclopropyl-1H-pyrazol-3-yl)butanamide ClC=1C=CC=2N(C1)C=C(N2)C(C(=O)NC2=NNC(=C2)C2CC2)CC